4-methyl-N-(2-(piperidin-1-yl)phenyl)benzenesulfonamide CC1=CC=C(C=C1)S(=O)(=O)NC1=C(C=CC=C1)N1CCCCC1